CC1C(N(C2CC1C2)C(C2=C(C=CC(=C2)C)N2N=CC=N2)=O)CNC2=NC=C(N=C2)C(F)(F)F N-({4-methyl-2-[5-methyl-2-(2H-1,2,3-triazol-2-yl)benzoyl]-2-azabicyclo[3.1.1]hept-3-yl}methyl)-5-(trifluoromethyl)pyrazin-2-amine